C1(=CC=CC=C1)C1=CC=CC=2C(=NSC21)NC2=CC=C(C=O)C=C2 4-((7-phenylbenzo[d]isothiazol-3-yl)amino)benzaldehyde